1-[3(R)-[4-Amino-3-(4-phenoxyphenyl)-1H-pyrazolo[3,4-d]pyrimidin-1-yl]piperidin-1-yl]-2-propen-1-one NC1=C2C(=NC=N1)N(N=C2C2=CC=C(C=C2)OC2=CC=CC=C2)[C@H]2CN(CCC2)C(C=C)=O